C1(CC1)C1=CC=C(C=C1)NC(=O)[C@@H]1N(CC[C@H](C1)F)C(=O)OC(C)(C)C tert-butyl (2R,4R)-2-[(4-cyclopropylphenyl)carbamoyl]-4-fluoro-piperidine-1-carboxylate